N-[1-[1-[2-[1-(5-methylpyrazin-2-yl)-4-piperidyl]ethyl]-4,5,6,7-tetrahydroindazole-3-carbonyl]-4-piperidyl]acetamide CC=1N=CC(=NC1)N1CCC(CC1)CCN1N=C(C=2CCCCC12)C(=O)N1CCC(CC1)NC(C)=O